ClC1=C(C=CC(=C1)C)S(=O)(=O)N1C[C@@H]([C@](C1)(CO)O)S(=O)(=O)C1=CC(=C(C#N)C=C1)F 4-(((3s,4s)-1-((2-chloro-4-methylphenyl)sulfonyl)-4-hydroxy-4-(hydroxymethyl)pyrrolidin-3-yl)sulfonyl)-2-fluorobenzonitrile